NO.C(C=C)(=O)O acrylic acid compound with hydroxylamine